4-(2-furyl)-2-(2-methoxyethylamino)-6-[[1-[3-(trifluoromethyl)phenyl]cyclopropyl]amino]pyrimidine-5-carboxylic acid O1C(=CC=C1)C1=NC(=NC(=C1C(=O)O)NC1(CC1)C1=CC(=CC=C1)C(F)(F)F)NCCOC